1-((1-hydroxycyclopropyl)methyl)piperidine OC1(CC1)CN1CCCCC1